COC(CCCOC1=C(C=C(C(=C1)[N+](=O)[O-])C=O)OC)=O Methyl-4-(4-formyl-2-methoxy-5-nitrophenoxy)butanoate